sulfonium camphorsulfonate C12(C(=O)CC(CC1)C2(C)C)CS(=O)(=O)[O-].[SH3+]